NC(C)C (+)-2-aminopropane